O[C@@H]1[C@@H](CNCC1)NC(OC(C)(C)C)=O |r| (+/-)-tert-Butyl (cis-4-hydroxypiperidin-3-yl)carbamate